2-(6-(1-ethylazetidin-3-yl)pyridazin-3-yl)-5-(2-methylimidazo[1,2-b]pyridazin-6-yl)phenylphenol hydrochloride Cl.C(C)N1CC(C1)C1=CC=C(N=N1)C1=C(C=C(C=C1)C=1C=CC=2N(N1)C=C(N2)C)C2=C(C=CC=C2)O